[Ru+2].N1=CC=CC2=CC=C3C=CC=NC3=C12.N1=CC=CC2=CC=C3C=CC=NC3=C12.N1=CC=CC2=CC=C3C=CC=NC3=C12 tri(1,10-phenanthroline) ruthenium (II)